C1CC2CC1C(C2O)O exo-2-endo-3-norbornanediol